4-Methyl-2-[[(3S)-3-methyl-1-piperidinyl]methyl]-1-(p-tolylsulfonyl)-6H-pyrrolo[2,3-c]pyridin-7-one CC=1C2=C(C(NC1)=O)N(C(=C2)CN2C[C@H](CCC2)C)S(=O)(=O)C2=CC=C(C=C2)C